4-(Trifluoromethyl)aniline FC(C1=CC=C(N)C=C1)(F)F